OC1=CC=C(C=C1)N1CCN(CC1)C(C=C(C1=CC=CC=C1)C1=CC=CC=C1)=O 1-[4-(4-Hydroxyphenyl)piperazin-1-yl]-3,3-diphenyl-prop-2-en-1-one